O=C1NN=C2N1[C@@H](CCC2)C(=O)OC Methyl (5S)-3-oxo-2,3,5,6,7,8-hexahydro[1,2,4]triazolo[4,3-a]pyridine-5-carboxylate